C(=O)(O)[C@H](CCC(=O)N[C@@H](C(=O)O)CCC(=O)O)NC(=O)C1=NC=C(C=C1)NC(NC1=C(N=C(NC1=O)N)N)=O (2R)-2-[(4S)-4-carboxy-4-[(5-{[(2,4-diamino-6-oxo-1,6-dihydropyrimidin-5-yl)carbamoyl]amino}pyridin-2-yl)formamido]butanamido]pentanedioic acid